COC(OC=1C=NN(C1)C1=CC=C(C=C1)C)C(=S)C(OC)OC=1C=NN(C1)C1=CC=C(C=C1)C methoxy-[1-(p-tolyl)pyrazol-4-yl]oxy-methylthioketone